C(#N)C=1SC=CC1B(O)O 2-CYANOTHIOPHEN-3-YLBORONIC ACID